(Z)-6-chloro-N-hydroxy-4-(trifluoromethyl)picoline ClC1=CC(=CC(N1O)C)C(F)(F)F